ClC1=CC=C(C=C1)C1=C(CCC(C1)(C)C)CN1CCN(CC1)CCCC=1C=C2CN(C(C2=CC1)=O)C1C(NC(CC1)=O)=O 3-(5-(3-(4-((4'-chloro-5,5-dimethyl-3,4,5,6-tetrahydro-[1,1'-biphenyl]-2-yl)methyl)piperazin-1-yl)propyl)-1-oxoisoindolin-2-yl)piperidine-2,6-dione